4-[5-(3-chloro-1H-1,2,4-triazol-1-yl)-3-ethyl-4-isobutyryloxy-6-oxopyridazin-1(6H)-yl]-3,5-dimethylbenzaldehyde ClC1=NN(C=N1)C1=C(C(=NN(C1=O)C1=C(C=C(C=O)C=C1C)C)CC)OC(C(C)C)=O